ClC=1C=C(OCC[C@H](C(=O)O)C)C=CC1C=1N(C2=NC=NC(=C2N1)OC1(CC1)C)CC1=C(C(=CC=C1)Cl)F |r| (racemic)-4-(3-chloro-4-(9-(3-chloro-2-fluorobenzyl)-6-(1-methylcyclopropoxy)-9H-purin-8-yl)phenoxy)-2-methylbutanoic acid